N''-cyanoguanidine C(#N)N=C(N)N